CC1=C(OC(C(=O)OCC)(C)C)C(=CC(=C1)CN1C[C@H](N(CC1)CC1=CC=C(C=C1)C(F)(F)F)C)C (R)-ethyl 2-(2,6-dimethyl-4-((3-methyl-4-(4-(trifluoromethyl) benzyl) piperazin-1-yl) methyl) phenoxy)-2-methylpropionate